2-((bis(2-fluoropropyl)amino)methyl)-7-methoxy-[1,2,4]triazolo[1,5-c]quinazolin-5-amine FC(CN(CC(C)F)CC1=NN2C(=NC=3C(=CC=CC3C2=N1)OC)N)C